FC1=C(C=CC(=C1)F)[C@@H]1N(OCC1)C1=CC(=NC=N1)NC=1C(=CC(=C(C1)NC(C=C)=O)N1CCC(CC1)N(C)CCOC)OC N-(5-((6-((R)-3-(2,4-difluorophenyl)isoxazolidine-2-yl)pyrimidine-4-yl)amino)-4-methoxy-2-(4-((2-methoxyethyl)(methyl)amino)piperidine-1-yl)phenyl)acrylamide